BrC1=C(C=C(C(=C1)F)F)N1CCC(CC1)O[Si](C)(C)C(C)(C)C [1-(2-bromo-4,5-difluoro-phenyl)-4-piperidyl]oxy-tert-butyl-dimethyl-silane